ClC=1C(=C(C(=O)OC)C=C(C1)C(C)(C1=CC=C(C=C1)OCC1=NC(=NC=C1)S(=O)(=O)C)C)OCCCl methyl 3-chloro-2-(2-chloroethoxy)-5-[1-methyl-1-[4-[(2-methylsulfonylpyrimidin-4-yl)methoxy]phenyl]ethyl]benzoate